(2-(cyclohex-1-en-1-yl)ethyl)-2-p-methoxyphenyl-acetamide C1(=CCCCC1)CCC(C(=O)N)C1=CC=C(C=C1)OC